C1(CC1)OC1=C(C=C(C=C1)C=1OC=CC1)NC1=NC=NC2=CC(=C(C=C12)OC1CCNCC1)OC 4-((4-((2-cyclopropoxy-5-(furan-2-yl)phenyl)amino)-7-methoxyquinazolin-6-yl)oxy)piperidin